C(C=CC)(=O)[O-].[Na+] sodium butenate